N[C@@H](C(=O)N1CCN(CC1)C(C1=C(C=C(C=C1)NC=1C=2N(C=CN1)C(=CN2)C2=CC=C(C=C2)OC(F)F)C)=O)CC (2R)-2-amino-1-[4-[4-[[3-[4-(difluoromethoxy)phenyl]imidazo[1,2-a]pyrazin-8-yl]amino]-2-methylbenzoyl]piperazin-1-yl]butan-1-one